C(C(C)C)NC(=O)C1CCN(CC1)C1=CC(=C2C(=N1)C(=CS2)C(=O)NC)C(F)(F)F 5-[4-(isobutylcarbamoyl)-1-piperidinyl]-N-methyl-7-(trifluoromethyl)thieno[3,2-b]pyridine-3-carboxamide